3-chloro-5-fluoro-4-(6-((6-(4-(oxetan-3-yl)piperazin-1-yl)pyrimidin-4-yl)amino)-1H-pyrazolo[4,3-c]pyridin-1-yl)benzonitrile ClC=1C=C(C#N)C=C(C1N1N=CC=2C=NC(=CC21)NC2=NC=NC(=C2)N2CCN(CC2)C2COC2)F